O1C(CCCC1)OC1=C(C(=O)C2=C(C(=O)O)C=CC=C2)C=CC(=C1)C(F)(F)F 2-[2-(tetrahydro-2H-pyran-2-yloxy)-4-(trifluoromethyl)benzoyl]benzoic acid